FC1=CC(=C(C=N1)C1(C(C=CC=C1)N)N)C 1-(6-fluoro-4-methylpyridin-3-yl)benzene-1,2-diamine